[N].O1N=CC=N1 Furazan nitrogen